CN(C)CC1CCC(CC1)[N+]1=NOC(=C1)[N-]C(NC1=CC(=CC(=C1)C(F)(F)F)NC([C@@H](C1=C(C=CC=C1)F)F)=O)=O (3-((1R,4R)-4-((Dimethylamino)methyl)-cyclohexyl)-1,2,3-oxadiazol-3-ium-5-yl)((3-((R)-2-fluoro-2-(2-fluorophenyl)acetamido)-5-(trifluoromethyl)phenyl)carbamoyl)amide